1,4-bis(4-isocyanato-α,α-dimethylbenzyl)benzene N(=C=O)C1=CC=C(C(C)(C)C2=CC=C(C=C2)C(C2=CC=C(C=C2)N=C=O)(C)C)C=C1